C(#N)N1CC2=CC(=CC(=C2C1)C1=C(C(=O)N)C=C(C=C1)F)C#N (2,6-dicyanoisoindolin-4-yl)-5-fluorobenzamide